C(#N)C12CC(C1)(C2)N2N=CC(=C2)C=2C=C1N(N=CC=C1N1C([C@]([C@@H](C1)C)(C#N)C1CC1)=O)C2 (3R,4S)-1-[6-[1-(3-cyano-1-bicyclo[1.1.1]pentanyl)pyrazol-4-yl]pyrrolo[1,2-b]pyridazin-4-yl]-3-cyclopropyl-4-methyl-2-oxopyrrolidine-3-carbonitrile